C(C)OC=1C=C(C=CC1OCC)C(=O)N1CCN(CC1)CC1=CC=NC=C1 (3,4-Diethoxyphenyl)-[4-(4-pyridylmethyl)piperazin-1-yl]methanone